4-(2-oxo-2H-chromene-8-Carboxamido)pyridine-2-sulfonic acid O=C1OC2=C(C=CC=C2C=C1)C(=O)NC1=CC(=NC=C1)S(=O)(=O)O